2,2-bis[[4-(isocyanatomethyl)phenyl]methyl]butyl N-[[4-(isocyanatomethyl)phenyl]methyl]carbamate N(=C=O)CC1=CC=C(C=C1)CNC(OCC(CC)(CC1=CC=C(C=C1)CN=C=O)CC1=CC=C(C=C1)CN=C=O)=O